4-chloro-7-methyl-4'-[(4-methylpiperazin-1-yl)methyl]spiro[1,3-benzodioxole-2,1'-cyclohexane]-6-carboxylic acid ClC1=CC(=C(C=2OC3(CCC(CC3)CN3CCN(CC3)C)OC21)C)C(=O)O